1-(1-acryloylpyrrolidin-3-yl)-7-bromo-8-chloro-6-fluoro-5-methyl-1,5-dihydro-4H-imidazo-[4,5-c]quinolin-4-one C(C=C)(=O)N1CC(CC1)N1C=NC=2C(N(C=3C(=C(C(=CC3C21)Cl)Br)F)C)=O